Cl.Cl.NCCCCCC1=C(C=CC=C1)C1=CC(=CC=C1)CC1NCCCC1NS(=O)(=O)C N-(2-((2'-(5-aminopentyl)-[1,1'-biphenyl]-3-yl)methyl)piperidin-3-yl)-methanesulfonamide dihydrochloride